C(CCCCCCCCCCCC)N1CCN(CC1)CC 1-Tridecyl-4-ethylpiperazine